(R)-3-methyl-4-(4-nitrophenyl)morpholine C[C@H]1N(CCOC1)C1=CC=C(C=C1)[N+](=O)[O-]